ClC1=CC(=CC=2C=C(OC21)CNC(OC(C)(C)C)=O)C2=CC=C(C=C2)S(=O)(=O)C tert-butyl (7-chloro-5-(4-(methylsulfonyl)phenyl)benzofuran-2-yl)methylcarbamate